3-(4-((4-((2-oxaspiro[3.3]heptan-6-yl)methoxy)-5-chloropyrimidin-2-yl)amino)-3-methyl-1H-pyrazol-1-yl)cyclobutane-1-carbonitrile C1OCC12CC(C2)COC2=NC(=NC=C2Cl)NC=2C(=NN(C2)C2CC(C2)C#N)C